2-oxo-cyclopentane methyl-formate sodium salt [Na].COC=O.O=C1CCCC1